O1C[C@@H](CC1)OC(=O)N1CCN(CC1)C1=NC=2N(C=C1)N=CC2C2=C(C=CC(=C2)F)OC (R)-4-(3-(5-fluoro-2-methoxyphenyl)pyrazolo[1,5-a]pyrimidin-5-yl)piperazine-1-carboxylic acid tetrahydrofuran-3-yl ester